SCCCCCCCCSC1=C2CN(C(C2=CC=C1)=O)C1C(NC(CC1)=O)=O 3-(4-((8-mercaptooctyl)thio)-1-oxoisoindolin-2-yl)piperidine-2,6-dione